FC=1C=C2C(=CC(NC2=CC1)=O)C 6-Fluoro-4-methyl-1H-quinolin-2-one